(S)-1-(4-(4-((2-fluoro-4-((2-(2-methylmorpholino)pyridin-4-yl)oxy)phenyl)amino)-7H-pyrrolo[2,3-d]pyrimidin-5-yl)piperidin-1-yl)prop-2-en-1-one FC1=C(C=CC(=C1)OC1=CC(=NC=C1)N1C[C@@H](OCC1)C)NC=1C2=C(N=CN1)NC=C2C2CCN(CC2)C(C=C)=O